CC1=C(C=C(C=C1)S(=O)(=O)N1CCN(CC1)C1=NC=CC=N1)C1=CN=C2C(=NC=NN21)N 7-(2-methyl-5-((4-(pyrimidin-2-yl)piperazin-1-yl)sulfonyl)phenyl)imidazo[2,1-f][1,2,4]triazin-4-amine